C(#N)/C(/C(=O)NC1C(CCCC1)C)=C\C=1SC=CC1C (E)-2-cyano-N-(2-methylcyclohexyl)-3-(3-methylthiophen-2-yl)prop-2-enamide